C1(CC1)OC=1C=2N(C=C(N1)NC(=O)C1=CC=C(C3=CN(N=C13)C)N1C[C@@H](CC1)N(C(OC(C)(C)C)=O)C)C=C(N2)C tert-butyl N-[(3R)-1-[7-({8-cyclopropoxy-2-methylimidazo[1,2-a]pyrazin-6-yl}carbamoyl)-2-methylindazol-4-yl]pyrrolidin-3-yl]-N-methylcarbamate